(R)-2-(1-(3-chlorophenyl)cyclopropyl)-6-(2-hydroxy-2-(3'-(trifluoromethoxy)-[1,1'-biphenyl]-3-yl)acetyl)-3,5,6,7,8,9-hexahydro-4H-pyrimido[5,4-c]azepin-4-one ClC=1C=C(C=CC1)C1(CC1)C=1NC(C=2CN(CCCC2N1)C([C@@H](C=1C=C(C=CC1)C1=CC(=CC=C1)OC(F)(F)F)O)=O)=O